F[C@@H]1[C@@H]([C@H]2CN([C@@]1(C2)C)C)OC2=NN=C(S2)C2=C(C=C(C=C2)C2=NC(N(C=N2)C)=O)O 4-(4-(5-(((1R,4R,5R,6S)-6-fluoro-1,2-dimethyl-2-azabicyclo[2.2.1]heptan-5-yl)oxy)-1,3,4-thiadiazol-2-yl)-3-hydroxyphenyl)-1-methyl-1,3,5-triazin-2(1H)-one